O=C1N(CC2=CC(=CC=C12)OC1C(CCCC1)N1CC(C1)C1=NC=CN=C1)C1C(N(C(CC1)=O)COCC[Si](C)(C)C)=O 3-(1-oxo-5-((2-(3-(pyrazin-2-yl)azetidin-1-yl)cyclohexyl)oxy)isoindolin-2-yl)-1-((2-(trimethylsilyl)ethoxy)methyl)piperidine-2,6-dione